2-isopropenyl-4H-oxazol-5-one C(=C)(C)C=1OC(CN1)=O